ClC=1C(=NC(=NC1)N1N=C(C=C1)C(F)(F)F)NC1=CC2=C(C=N1)N(C(N2CCC(C)(C)O)=O)C 6-((5-Chloro-2-(3-(trifluoromethyl)-1H-pyrazol-1-yl)pyrimidin-4-yl)amino)-1-(3-hydroxy-3-methylbutyl)-3-methyl-1,3-dihydro-2H-imidazo[4,5-c]pyridin-2-one